C(C)(C)OC(=O)N1CC2(C1)CC(C2)C(C(F)(F)F)C(=O)NC2=CC=C(C=C2)Cl 6-(3-((4-chlorophenyl)amino)-1,1,1-trifluoro-3-oxopropan-2-yl)-2-azaspiro[3.3]heptane-2-carboxylic acid isopropyl ester